NC=CCC=1C(NC(NC1)=O)=O aminoallyluracil